2-ethyl-hexanoic acid vinyl-caprate (n-decanoate) C(CCCCCCCCC)(=O)O.C(=C)OC(=O)CCCCCCCCC.C(C)C(C(=O)O)CCCC